OC(C)(C)C1CCC(CC1)NC1=CC(N(C2=CC=C(C=C12)N1C=NC=C1)C)=O 4-(((1r,4r)-4-(2-hydroxy-prop-2-yl)cyclohexyl)amino)-6-(1H-imidazol-1-yl)-1-methylquinolin-2(1H)-one